8-Bromo-4H-quinolizin-4-one BrC=1C=CN2C(C=CC=C2C1)=O